[Si](C)(C)(C(C)(C)C)OCCCCC1=NC2=CC(=CC=C2C=C1)C1=NNC=C1 [4-[(tert-Butyldimethylsilyl)oxy]butyl]-7-(1H-pyrazol-3-yl)quinoline